(1S,2S)-2-fluoro-N-(3-(7-fluoro-5-methoxybenzo[d]thiazol-6-yl)-1H-pyrrolo[2,3-b]pyridin-6-yl)cyclopropane-1-carboxamide F[C@@H]1[C@@H](C1)C(=O)NC1=CC=C2C(=N1)NC=C2C2=C(C1=C(N=CS1)C=C2OC)F